NC=1SC2=C(N1)C=C(C=C2)[C@@H]2N(C[C@H](CC2)C)C(C(=O)NC=2C=NC(=C(C2)C)C)=O [(2R,5S)-2-(2-amino-1,3-benzothiazol-5-yl)-5-methyl-1-piperidyl]-N-(5,6-dimethyl-3-pyridyl)-2-oxo-acetamide